3-chloro-5-fluoro-2-methoxy-8,9-dihydropyrido[3',2':4,5]pyrrolo[1,2-a]pyrazin ClC1=CC=2C(=C3N(CCN=C3)C2N=C1OC)F